[Au].[Pt].[Ni] nickel-platinum-gold